2-(tetrahydro-1H-pyrrolizin-7a(5H)-yl)acetamide C1CCN2CCCC12CC(=O)N